tert-butyl (6S)-6-(((R)-tert-butylsulfinyl)amino)-2-chloro-4,6-dihydrospiro[cyclopenta[d]thiazole-5,4'-piperidine]-1'-carboxylate C(C)(C)(C)[S@@](=O)N[C@@H]1C2=C(N=C(S2)Cl)CC12CCN(CC2)C(=O)OC(C)(C)C